CC(C)(C(C)C1=CC=CC=C1)C1=CC=CC=C1 2-methyl-2,3-diphenylbutane